1,1-dibenzyl-3-(4-(trifluoromethyl)benzyl)urea C(C1=CC=CC=C1)N(C(=O)NCC1=CC=C(C=C1)C(F)(F)F)CC1=CC=CC=C1